4-(bromomethyl)6-chloroquinolin-2(1H)-one BrCC1=CC(NC2=CC=C(C=C12)Cl)=O